2-methylthio-N6-methyl-adenosine CSC=1N=C(C=2N=CN([C@H]3[C@H](O)[C@H](O)[C@@H](CO)O3)C2N1)NC